dimethyl 3,3'-dithiodipropionate Dihydrochloride Cl.Cl.C(CCSSCCC(=O)OC)(=O)OC